1-(3-methylthioethoxy-4-difluoromethoxystyryl)-2,6-dimethylpyridin-4(1H)-one CSCCOC=1C=C(C=CN2C(=CC(C=C2C)=O)C)C=CC1OC(F)F